3-amino-N-{2-[3-(1,1-difluoro-2-methoxyethyl)-4-(methylamino)pyrrolidin-1-yl]-5,6,7,8-tetrahydroquinolin-6-yl}-4,6-dimethylthieno[2,3-b]pyridine-2-carboxamide NC1=C(SC2=NC(=CC(=C21)C)C)C(=O)NC2CC=1C=CC(=NC1CC2)N2CC(C(C2)NC)C(COC)(F)F